2-chloro-N-(1-(3-fluorophenyl)-2-oxocyclohexyl)acetamide ClCC(=O)NC1(C(CCCC1)=O)C1=CC(=CC=C1)F